1-(4-(chloromethyl)phenyl)-3-phenylurea ClCC1=CC=C(C=C1)NC(=O)NC1=CC=CC=C1